N-(1-(1-((3-azaspiro[5.5]undecane-9-yl)methyl)piperidin-4-yl)-3-(difluoromethyl)-1H-pyrazol-4-yl)-5-((1R,4R)-2-oxa-5-azabicyclo[2.2.1]hept-5-yl)pyrazolo[1,5-a]pyrimidine-3-carboxamide C1CNCCC12CCC(CC2)CN2CCC(CC2)N2N=C(C(=C2)NC(=O)C=2C=NN1C2N=C(C=C1)N1[C@H]2CO[C@@H](C1)C2)C(F)F